(2-methyltetrahydrofuran-2-yl)-[rac-(5S,7S)-7-fluoro-5-phenyl-6,7-dihydro-5H-pyrrolo[1,2-b][1,2,4]triazol-2-yl]methanone CC1(OCCC1)C(=O)C=1N=C2N(N1)[C@@H](C[C@@H]2F)C2=CC=CC=C2 |r|